CC1=C(C=CC=C1)C1=C(C=CC(=N1)NS(=O)(=O)C1=CC=CC(=N1)N1C2CC(CC1CC2)C(=O)O)C(F)(F)F 8-(6-{[6-(2-methylphenyl)-5-(trifluoromethyl)pyridin-2-yl]Sulfamoyl}pyridin-2-yl)-8-azabicyclo[3.2.1]Octane-3-carboxylic acid